5-(3-(4-methylpiperazin-1-yl)propanamido)benzo[b]selenophene-2-carboxylic acid CN1CCN(CC1)CCC(=O)NC1=CC2=C([Se]C(=C2)C(=O)O)C=C1